ClCCC/C=C/B(O)O (E)-5-CHLORO-1-PENTENEBORONIC ACID